1-(((3S)-1-((3-cyano-1-azetidinyl)sulfonyl)-3-piperidinyl)carbonyl)-N-(3-fluoro-5-(trifluoromethyl)benzyl)-D-prolinamide C(#N)C1CN(C1)S(=O)(=O)N1C[C@H](CCC1)C(=O)N1[C@H](CCC1)C(=O)NCC1=CC(=CC(=C1)C(F)(F)F)F